CC1=NC2=CC=CC(=C2C(N1C1C(NC(CC1)=O)=O)=O)C#CCN1CCNCC1 3-(2-methyl-4-oxo-5-(3-(piperazin-1-yl)prop-1-yn-1-yl)quinazolin-3(4H)-yl)piperidine-2,6-dione